[Si](C)(C)(C(C)(C)C)C#C tert-Butyldimethylsilylacetylene